tert-butyl 2-bromo-2-(5-(cyclopropyldifluoromethyl)-3-fluoro-2-methoxyphenyl)acetate BrC(C(=O)OC(C)(C)C)C1=C(C(=CC(=C1)C(F)(F)C1CC1)F)OC